FC([C@H]1N(SOC1)C(=O)[O-])(F)F |o1:2| (S*)-4-(trifluoromethyl)-1,2,3-oxathiazolidine-3-carboxylate